1-(3-chloro-5'-fluoro-2'-hydroxy-3'-(6-(methoxymethyl)-5-(piperazin-1-yl)pyridin-3-yl)-[1,1'-biphenyl]-4-yl)-3-methylimidazolidin-2-one ClC=1C=C(C=CC1N1C(N(CC1)C)=O)C1=C(C(=CC(=C1)F)C=1C=NC(=C(C1)N1CCNCC1)COC)O